ethyl (E)-3-(1-(3,5-bis(trifluoromethyl)benzamido)-2,3-dihydro-1H-inden-5-yl)acrylate FC(C=1C=C(C(=O)NC2CCC3=CC(=CC=C23)/C=C/C(=O)OCC)C=C(C1)C(F)(F)F)(F)F